C(CCCCCCCCCCCCCCC(C)C)(=O)O[Ti](OC(C)C)(OC(CCCCCCCCCCCCCCC(C)C)=O)OC(CCCCCCCCCCCCCCC(C)C)=O triisostearoyloxy-isopropoxytitanium